C(C)(C)(C)C1=CC=C(C=C1)CC(CO)C 3-(p-tert-butylphenyl)-2-methylpropanol